butylene bislaurate C(CCCCCCCCCCC)(=O)OCCCCOC(CCCCCCCCCCC)=O